5-chloro-2-(2-hydroxy-4-methyl-thiazol-5-yl)-4-tetrahydropyran-4-yl-1H-pyrimidin-6-one ClC1=C(N=C(NC1=O)C1=C(N=C(S1)O)C)C1CCOCC1